C(CC)(=O)N1CCCCC1 propionyl-piperidine